C(CCCCCCCCC(=O)OC(C)C)(=O)OC(C)C diisopropyl sebacat